C(C)N1N=CC(=C1C1=NC=C(C=C1F)NCC)C(=O)N[C@@H]1C(NC2=C(C(=N1)C1=CC=CC=C1)C=CC=C2)=O 1-ethyl-5-[5-(ethylamino)-3-fluoropyridin-2-yl]-N-[(3S)-2-oxo-5-phenyl-1,3-dihydro-1,4-benzodiazepine-3-Yl]pyrazole-4-carboxamide